ClC1=NN(C=C1NC1=NC=C(C(=N1)OCC1CCC(CC1)NC(C)=O)F)C N-((1R,4R)-4-(((2-((3-chloro-1-methyl-1H-pyrazol-4-yl)amino)-5-fluoropyrimidin-4-yl)oxy)methyl)cyclohexyl)acetamide